bicyclo[5.1.1]nonane C12CCCCCC(C1)C2